Benzyl (2-(5,7-dichloro-2-methyl-1H-indol-3-yl)ethyl)carbamate ClC=1C=C2C(=C(NC2=C(C1)Cl)C)CCNC(OCC1=CC=CC=C1)=O